{2-oxaspiro[4.4]nonan-3-yl}methanol C1OC(CC12CCCC2)CO